O1CC(CC1)C1=CC(=NO1)C(=O)O 5-(tetrahydrofuran-3-yl)isoxazole-3-carboxylic acid